(43R,44S)-43,44,45-trihydroxy-40-[(3R,4S)-3,4,5-trihydroxypentyl]-4,7,10,13,16,19,22,25,28,31,34,37-dodecaoxa-40-azapentatetracontanoic acid O[C@H](CCN(CCOCCOCCOCCOCCOCCOCCOCCOCCOCCOCCOCCOCCC(=O)O)CC[C@H]([C@H](CO)O)O)[C@H](CO)O